(R)-5-(2-(dimethylamino)ethoxy)-2-methyl-N-(1-(2-(6-morpholinopyridin-3-yl)quinolin-4-yl)ethyl)benzamide CN(CCOC=1C=CC(=C(C(=O)N[C@H](C)C2=CC(=NC3=CC=CC=C23)C=2C=NC(=CC2)N2CCOCC2)C1)C)C